C1(=CC=CC=C1)N1C(=NC(=C1)CCCCCN1CCCCC1)C1=C(C(=O)N)C=CC=C1C=1C=NNC1 (1-phenyl-4-(5-(piperidin-1-yl)pentyl)-1H-imidazol-2-yl)-3-(1H-pyrazol-4-yl)benzamide